BrC=1C(=C(OCC2CC3(C2)CCN(CC3)C(=O)OC(C)(C)C)C=CC1)C tert-butyl 2-[(3-bromo-2-methyl-phenoxy)methyl]-7-azaspiro[3.5]nonane-7-carboxylate